5-(2-tert-butoxy-2-oxoethyl)-[1,2,4]triazolo[1,5-a]pyridin-8-yl 2-fluoro-4-guanidinobenzoate FC1=C(C(=O)OC=2C=3N(C(=CC2)CC(=O)OC(C)(C)C)N=CN3)C=CC(=C1)NC(=N)N